(4-fluorophenyl)-4-hydroxy-N-(4-(6-(1-isobutyrylpiperidin-4-yl)-1-((4-methoxybenzyl)amino)pyrrolo[1,2-a]pyrazin-8-yl)phenyl)nicotinamide FC1=CC=C(C=C1)C1=C(C(=O)NC2=CC=C(C=C2)C=2C=C(N3C2C(=NC=C3)NCC3=CC=C(C=C3)OC)C3CCN(CC3)C(C(C)C)=O)C(=CC=N1)O